[2-[6-[6-(2-tert-butoxycarbonyl-2,6-diazaspiro[3.3]heptane-6-yl)-3-pyridinyl]-4-fluoro-1-oxo-isoindolin-2-yl]-2-(6,7-dihydro-5H-pyrrolo[1,2-c]imidazol-1-yl)acetyl]oxylithium C(C)(C)(C)OC(=O)N1CC2(C1)CN(C2)C2=CC=C(C=N2)C2=CC(=C1CN(C(C1=C2)=O)C(C(=O)O[Li])C2=C1N(C=N2)CCC1)F